C(C)(=O)C1=C(C2=C(N=C(N=C2)NC2=CC=C(C=N2)N2CCN(CC2)CC=2C(=C3CN(C(C3=CC2)=O)C2CNCCC2)Br)N(C1=O)C1CCCC1)C 3-(5-((4-(6-((6-acetyl-8-cyclopentyl-5-methyl-7-oxo-7,8-dihydropyrido[2,3-d]Pyrimidin-2-yl)amino)pyridin-3-yl)piperazin-1-yl)methyl)-4-bromo-1-oxoisoindoline-2-yl)piperidine